2-{[8-(1-methyl-1H-indazol-5-yl)-3-oxo-1H,2H,3H-benzo[e]isoindol-2-yl]methyl}prop-2-enamide CN1N=CC2=CC(=CC=C12)C=1C=CC2=C(C=3CN(C(C3C=C2)=O)CC(C(=O)N)=C)C1